C(C)C1=C(C=NC=C1)C1=C2C=C(NC2=C(C(=C1)C=1CNCCC1)F)N1N(C2=C(C1)CN(C2)C=O)CC 2-(4-(4-Ethylpyridin-3-yl)-7-fluoro-6-(1,2,5,6-tetrahydropyridin-3-yl)-1H-indol-2-yl)(1-ethylpyrrolo[3,4-c]pyrazol-5(1H,4H,6H)-yl)methanone